C(C1=CC=CC=C1)C1=C(C(=C(C=C1)O)C1=CC=CC=C1)C1=CC=CC=C1 benzyl-diphenyl-phenol